CN1C(=C(C2=CC(=CC=C12)C(F)(F)F)C(C(=O)NC)C)C (1,2-dimethyl-5-trifluoromethyl-1H-indol-3-yl)-N-methylpropanamide